1-N-BOC-(3R)-3-(methylamino)pyrrolidine C(=O)(OC(C)(C)C)N1C[C@@H](CC1)NC